C(C)C1OC(C(C(C(CC(CC(C(NC(C(C1(C)O)O)C)=O)C)(C)O)C)O[C@H]1C[C@@](OC)([C@@H](O)[C@@H](O1)C)C)C)=O 2-ethyl-3,4,10-trihydroxy-13-[(2,6-dideoxy-3-C-methyl-3-O-methyl-α-L-ribo-hexopyranosyl)oxy]-3,5,8,10,12,14-hexamethyl-1-oxa-6-azacyclopentadecane-7,15-dione